1-oxaspiro[3.3]heptane O1CCC12CCC2